1-(4-(6-chloro-7-(2-(thiazol-5-yl)phenyl)quinazolin-4-yl)piperazin-1-yl)prop-2-en-1-one ClC=1C=C2C(=NC=NC2=CC1C1=C(C=CC=C1)C1=CN=CS1)N1CCN(CC1)C(C=C)=O